4-amino-N-((3R)-6-bromo-2,3-dihydro-1-benzothiophen-3-yl)-7-fluoro-N,3-dimethyl-3H-pyrazolo[3,4-c]quinoline-8-carboxamide NC1=NC=2C=C(C(=CC2C2=C1N(N=C2)C)C(=O)N(C)[C@H]2CSC1=C2C=CC(=C1)Br)F